FC1=CC=C(C=C1)C=1C(=C(C=C(C1)[NH-])F)OC1=CC=NC2=CC(=C(N=C12)OC)OC 5-(4-fluoro-phenyl)-N-[4-[(6,7-dimethoxy-1,5-naphthyridin-4-yl)oxy]-3-fluoro-phenyl]-amide